(3E)-3,7-dimethylocta-1,3,6-triene C/C(/C=C)=C\CC=C(C)C